BrC1=CC(=C2N(C1=O)C(NC2=O)(C#CC)C)Cl 6-bromo-8-chloro-3-methyl-3-(prop-1-yn-1-yl)-2,3-dihydroimidazo[1,5-a]pyridine-1,5-dione